CC(=CCCCCC=C)C 8-methyl-1,7-nonadiene